O=C1NC(CCC1N1C(C2=CC(=C(C=C2C1)N1CCC(CC1)OC1CCC(CC1)C=O)F)=O)=O 4-[[1-[2-(2,6-dioxo-3-piperidinyl)-6-fluoro-1-oxo-isoindolin-5-yl]-4-piperidinyl]oxy]cyclohexanecarboaldehyde